2-(4-((6-chloropyridin-3-yl)oxy)piperidin-1-yl)-5-(trifluoromethyl)pyrimidine pentadecan-7-yl-8-(benzyloxy)octanoate CCCCCCC(CCCCCCCC)OC(CCCCCCCOCC1=CC=CC=C1)=O.ClC1=CC=C(C=N1)OC1CCN(CC1)C1=NC=C(C=N1)C(F)(F)F